ClC1=C(C=CC=2N=C(SC21)N2C(OC1=C(C2=O)N=CC=C1OC)=S)OC1=C(C=CC=C1)Cl 3-(7-chloro-6-(2-chlorophenoxy)benzo[d]thiazol-2-yl)-8-methoxy-2-thioxo-2,3-dihydro-4H-pyrido[2,3-e][1,3]oxazin-4-one